(R)-tert-butyl 3-(methoxymethyl)pyrrolidine-1-carboxylate COC[C@H]1CN(CC1)C(=O)OC(C)(C)C